oxoadipyl-CoA O=C(C(=O)SCCNC(CCNC([C@@H](C(COP(OP(OC[C@@H]1[C@H]([C@H]([C@@H](O1)N1C=NC=2C(N)=NC=NC12)O)OP(=O)(O)O)(=O)O)(=O)O)(C)C)O)=O)=O)CCCC(=O)O